N1(CCC1)S(=O)(=O)C=1C(=NC(=CC1)Cl)Cl 3-(azetidin-1-ylsulfonyl)-2,6-dichloropyridine